2-(5-fluoro-2,4-dioxo-3,4-dihydropyrimidine-1(2H)-yl)acetic acid FC=1C(NC(N(C1)CC(=O)O)=O)=O